C(C)N1C(N(CC1)C1=CC=C(C=C1)O)=O 1-ethyl-3-(4-hydroxyphenyl)imidazolidin-2-one